NC=1C=CC(=C2CN(C(C12)=O)CC1OC1C1=CC=CC=C1)C1=CC=C2C=NN(C2=C1)C 7-amino-4-(1-methyl-1H-indazol-6-yl)-2-((3-phenyloxiran-2-yl)methyl)isoindolin-1-one